ClC1=CC(=C(C=C1)C1(SC2=C(N1C)C(=CC=C2)C2CCN(CC2)CC2=NC1=C(N2C[C@H]2OCC2)C=C(C=C1)C(=O)O)C)F 2-((4-(2-(4-chloro-2-fluorophenyl)-2,3-dimethyl-2,3-dihydrobenzo[d]thiazol-4-yl)piperidin-1-yl)methyl)-1-(((S)-oxetan-2-yl)methyl)-1H-benzo[d]imidazole-6-carboxylic acid